1-(trans-4-((4-(4-chloro-1H-pyrazol-3-yl)-5-(trifluoromethyl)pyrimidin-2-yl)amino)cyclohexyl)-1-(5-(1-(difluoromethyl)-1H-pyrazol-3-yl)pyrazin-2-yl)-3-(2,2,2-trifluoroethyl)urea ClC=1C(=NNC1)C1=NC(=NC=C1C(F)(F)F)N[C@@H]1CC[C@H](CC1)N(C(=O)NCC(F)(F)F)C1=NC=C(N=C1)C1=NN(C=C1)C(F)F